tert-butyl (S)-3-(5-(3,4-difluorophenyl)-3-ureidothiophene-2-carboxamido)piperidine-1-carboxylate FC=1C=C(C=CC1F)C1=CC(=C(S1)C(=O)N[C@@H]1CN(CCC1)C(=O)OC(C)(C)C)NC(=O)N